4,4'-(perfluoropropane-2,2-diyl)bis(2,6-difluorophenol) FC(C(C(F)(F)F)(C1=CC(=C(C(=C1)F)O)F)C1=CC(=C(C(=C1)F)O)F)(F)F